5-methoxy-N,N-dimethyl-2,3-dihydro-1H-indene-2-amine COC=1C=C2CC(CC2=CC1)N(C)C